2-(5-(3,5-dimethylisoxazol-4-yl)-2-(1-(4-methoxyphenyl)-6-oxopiperidin-2-yl)-1H-benzo[d]imidazol-1-yl)-N-methylthiazole-5-carboxamide CC1=NOC(=C1C1=CC2=C(N(C(=N2)C2N(C(CCC2)=O)C2=CC=C(C=C2)OC)C=2SC(=CN2)C(=O)NC)C=C1)C